COC([C@@H](NCC1=CC=C(C=C1)C1=C(C=CC=C1)C1=NN=NN1C(C1=CC=CC=C1)(C1=CC=CC=C1)C1=CC=CC=C1)C(C)C)=O ((2'-(1-trityl-1H-tetrazole-5-yl)-[1,1'-biphenyl]-4-yl)methyl)-L-valine methyl ester